ClC=1C=CC2=C(N=C(O2)C=2C=C(C=CC2)NC(CC=2C=C(C=CC2)C)=O)C1 N-(3-(5-chlorobenzo[d]oxazol-2-yl)phenyl)-2-(m-tolyl)acetamide